CN1N=C(C=C1N1C(C(=NC(=C1)C1=C2C=CNC2=CC=C1)N1C(COCC1)C)=O)C 1-(1,3-dimethyl-1H-pyrazol-5-yl)-5-(1H-indol-4-yl)-3-(3-methylmorpholino)pyrazin-2(1H)-one